CC1CCC2(C(OCCN2)C1)C1=CC=CC=C1 7-Methyl-4a-phenyloctahydro-2H-benzo[b][1,4]oxazine